(S)-2-(((benzyloxy)carbonyl)amino)-4,4-difluorobutanoic acid methyl ester COC([C@H](CC(F)F)NC(=O)OCC1=CC=CC=C1)=O